C(C)(C)(C)OC(NC1CC2CCC(C1)N2C2=NC(=C1C(=N2)NN=C1Br)C#N)=O (Exo-8-(3-bromo-4-cyano-1H-pyrazolo[3,4-d]pyrimidin-6-yl)-8-azabicyclo[3.2.1]oct-3-yl)carbamic acid tert-butyl ester